N-[4-(3-Cyanophenyl)-5-(2,6-dimethyl-4-pyridyl)thiazol-2-yl]-4,7-diazaspiro[2.5]octane-7-carboxamide C(#N)C=1C=C(C=CC1)C=1N=C(SC1C1=CC(=NC(=C1)C)C)NC(=O)N1CCNC2(CC2)C1